CN(C(=O)N1N=C2C(CNCCC2)=N1)C N,N-dimethyl-5,6,7,8-tetrahydro-[1,2,3]triazolo[4,5-c]azepin-2(4H)-carboxamide